(S)-2-(tert-Butoxycarbonyl)-9-(4-fluorobenzyl)-2,3,4,9-tetrahydro-1H-pyrido[3,4-b]Indole-3-carboxylic acid C(C)(C)(C)OC(=O)N1CC=2N(C3=CC=CC=C3C2C[C@H]1C(=O)O)CC1=CC=C(C=C1)F